methyl 3-(benzyl ((4,6-dichloropyridin-3-yl) methyl) amino)-3-oxopropanoate C(C1=CC=CC=C1)N(C(CC(=O)OC)=O)CC=1C=NC(=CC1Cl)Cl